(S)-N-((4-cyanothiophen-2-yl)methyl)-7-(2-(4-phenoxybenzamido)acetyl)-1,4-dioxa-7-azaspiro[4.4]nonane-8-carboxamide C(#N)C=1C=C(SC1)CNC(=O)[C@H]1N(CC2(OCCO2)C1)C(CNC(C1=CC=C(C=C1)OC1=CC=CC=C1)=O)=O